C12CN(CC(CC1)N2)C=2C1=C(N=C(N2)OCCN2C(=NC=C2)C)CN(CC1)C1=CC(=CC2=CC=CC=C12)O 4-(4-(3,8-diazabicyclo[3.2.1]oct-3-yl)-2-(2-(2-methyl-1H-imidazol-1-yl)ethoxy)-5,6-dihydropyrido[3,4-d]pyrimidin-7(8H)-yl)naphthalen-2-ol